tert-butyl 2,4-dimethoxybenzyl((2,4,6-trifluorophenyl)sulfonyl)carbamate COC1=C(CN(C(OC(C)(C)C)=O)S(=O)(=O)C2=C(C=C(C=C2F)F)F)C=CC(=C1)OC